beta-naphthoamide C1=C(C=CC2=CC=CC=C12)C(=O)N